C1(=CC(=CC=C1)NC(C1=CN=C(C=C1O)N1N=CC=C1)=O)C1=CC=CC=C1 N-([1,1'-Biphenyl]-3-yl)-4-hydroxy-6-(1H-pyrazol-1-yl)nicotinamide